FC1=C(C=C2C=C(N=CC2=C1NC(OC(C)(C)C)=O)NC(=O)C1C2CCCC(C12)O)C=1C=NC=CC1C exo-tert-butyl (7-fluoro-3-(2-hydroxybicyclo[4.1.0]heptane-7-carboxamido)-6-(4-methylpyridin-3-yl)isoquinolin-8-yl)carbamate